C1(CCCC1)OC(=O)N1CC=2C=C(C(NC2CC1)=O)C(NC\C=C\S(=O)(=O)C1=CC=CC=C1)=O 3-{[(2E)-3-(benzenesulfonyl)prop-2-en-1-yl]carbamoyl}-2-oxo-1,2,5,6,7,8-hexahydro-1,6-naphthyridine-6-carboxylic acid cyclopentyl ester